gold-copper-silver-zinc [Zn].[Ag].[Cu].[Au]